tert-butyl N-tert-butoxycarbonyl-N-[2-[2-[2-[2-(2-oxoethoxy) ethoxy]ethoxy]ethoxy]ethyl]carbamate C(C)(C)(C)OC(=O)N(C(OC(C)(C)C)=O)CCOCCOCCOCCOCC=O